2-(2'-hydroxy-5'-methacryloxyethylphenyl)-2H-benzotriazol OC1=C(C=C(C=C1)CCOC(C(=C)C)=O)N1N=C2C(=N1)C=CC=C2